5-methoxyisoindoline-1-one COC=1C=C2CNC(C2=CC1)=O